(R)-1-methyl-N-(5-(trifluoromethyl)-2,3-dihydro-1H-inden-1-yl)-1H-pyrazol-3-amine CN1N=C(C=C1)N[C@@H]1CCC2=CC(=CC=C12)C(F)(F)F